S(N)(OC1=CC=C(C=C1)N)(=O)=O 4-aminophenyl sulfamate